(Z)-oxo-heptadec-8-en-2-one O=CC(CCCCC\C=C/CCCCCCCC)=O